C1(=CC=CC=C1)/C=C/CCO (E)-4-phenyl-3-buten-1-ol